C(CCC(=O)O)(=O)O.[N+](=O)([O-])C1=C(C=CC=C1)N1C(=CC=C1)C=CC=NN\C(=N\[H])\N (E)-N-[1-(2-nitrophenyl)-1H-pyrrol-2-yl-allylideneamino]-guanidine succinate salt